R-2-[1-[3,6-dimethyl-2-(2-morpholino-4-pyridyl)-4-oxo-chromen-8-yl]ethylamino]benzoic acid CC1=C(OC2=C(C=C(C=C2C1=O)C)[C@@H](C)NC1=C(C(=O)O)C=CC=C1)C1=CC(=NC=C1)N1CCOCC1